trans-5-fluoro-13-methoxy-8-oxa-1,11,17,21,23-pentazapentacyclo[14.5.2.111,14.02,7.019,22]tetracosa-2(7),3,5,16(23),17,19(22),20-heptaen-18-ol FC=1C=CC=2N3N=CC=4C(=NC(C[C@@H]5[C@@H](CN(CCOC2C1)C5)OC)=NC34)O